C(N)(=O)C1(COC1)N(C(=O)C1=C(OC2=C1C=C(C=C2)OCC2=C(N=CS2)C)C)C N-(3-carbamoyloxetan-3-yl)-N,2-dimethyl-5-((4-methylthiazol-5-yl)methoxy)benzofuran-3-carboxamide